BrC=1C=C2C=CC=3N=CSC3C2=CC1 7-Bromonaphtho[2,1-d]thiazole